FC=1C=NC(=NC1)NC(C(=O)O)CCN(CCCCC1=NC=2NCCCC2C=C1)C[C@@H](C)OC 2-((5-fluoropyrimidin-2-yl)amino)-4-(((R)-2-methoxypropyl)(4-(5,6,7,8-tetrahydro-1,8-naphthyridin-2-yl)butyl)amino)butanoic acid